FC(C(=O)[O-])F.[Cs+] cesium difluoroacetate